N-Boc-(4-formoxyphenoxy)propylamine C(=O)(OC(C)(C)C)NCCCOC1=CC=C(C=C1)OC=O